(8R)-2-chloro-5,8-dihydro-6H-pyrano[3,4-b]pyridin ClC1=CC=C2C(=N1)COCC2